(1R,2R,4S)-2-fluoro-N1-(2-(3-((2-methoxy-4-(methylsulfonyl)phenyl)amino)prop-1-yn-1-yl)-1-(2,2,2-trifluoroethyl)-1H-indol-4-yl)-N4-methylcyclohexane-1,4-diamine F[C@H]1[C@@H](CC[C@@H](C1)NC)NC1=C2C=C(N(C2=CC=C1)CC(F)(F)F)C#CCNC1=C(C=C(C=C1)S(=O)(=O)C)OC